N-(5-(propanoyl-3,3,3-d3)-4-((2,3,5-trimethyl-4,5-dihydro-2H-pyrazolo[4,3-c]quinolin-6-yl)amino)pyridin-2-yl)cyclopropanecarboxamide C(CC([2H])([2H])[2H])(=O)C=1C(=CC(=NC1)NC(=O)C1CC1)NC1=CC=CC=2C=3C(CN(C12)C)=C(N(N3)C)C